CC1=NC2=CC=C(C=C2C=C1)B(O)O 2-METHYLQUINOLINE-6-BORONIC ACID